(3S)-3-pyrrolidinylcarbamic acid tert-butyl ester C(C)(C)(C)OC(N[C@@H]1CNCC1)=O